tert-Butyl 4-(7-bromo-2-chloro-8-fluoroquinazolin-4-yl)piperazine-1-carboxylate BrC1=CC=C2C(=NC(=NC2=C1F)Cl)N1CCN(CC1)C(=O)OC(C)(C)C